(N-[4-Amino-5-[4-(2-hydroxyethoxy)benzoyl]thiazol-2-yl]-4-fluoroanilino)propanamid NC=1N=C(SC1C(C1=CC=C(C=C1)OCCO)=O)N(C1=CC=C(C=C1)F)C(C(=O)N)C